C(=O)=C1CN(CC12CC2)C(=O)OCC2=CC=CC=C2 benzyl 7-carbonyl-5-azaspiro[2.4]heptane-5-carboxylate